N-((3R,4S)-4-((8-(3,3-bis(hydroxy-methyl)azetidin-1-yl)-6-(2,6-dichloro-3,5-dimethoxyphenyl)pyrido[3,4-d]pyrimidin-2-yl)amino)tetrahydrofuran-3-yl)acrylamide OCC1(CN(C1)C1=NC(=CC2=C1N=C(N=C2)N[C@H]2[C@H](COC2)NC(C=C)=O)C2=C(C(=CC(=C2Cl)OC)OC)Cl)CO